3,3,3-trifluoropropylmethylcyclotrisiloxane FC(CC[Si]1(O[SiH2]O[SiH2]O1)C)(F)F